O=S1(C2=C(C(=C1)CC(F)(F)F)C=CC=C2NC2CCOCC2)=O 1,1-dioxido-7-((tetrahydro-2H-pyran-4-yl)amino)-3-(2,2,2-trifluoroethyl)benzo[b]thiophen